S(OC1=CC=C(C=C1)OCC1=C(C(=CC(=C1)F)N1N=CN=C1)F)(=O)(=O)F 4-((2,5-difluoro-3-(1H-1,2,4-triazol-1-yl)benzyl)oxy)phenyl sulfurofluoridate